5-(tert-butyl)-4-chloro-7-tosyl-7H-pyrrolo[2,3-d]pyrimidine C(C)(C)(C)C1=CN(C=2N=CN=C(C21)Cl)S(=O)(=O)C2=CC=C(C)C=C2